(2R,5S)-4-(5-(difluoromethyl)-7-((2-(trimethylsilyl)ethoxy)methyl)-7H-pyrrolo[2,3-d]pyrimidin-4-yl)-2,5-dimethylpiperazine-1-carboxylic acid tert-butyl ester C(C)(C)(C)OC(=O)N1[C@@H](CN([C@H](C1)C)C=1C2=C(N=CN1)N(C=C2C(F)F)COCC[Si](C)(C)C)C